tert-butyl 3-(N-methyl-7-chloro-1H-indole-2-amido)pyrrolidine-1-carboxylate CN(C(=O)C=1NC2=C(C=CC=C2C1)Cl)C1CN(CC1)C(=O)OC(C)(C)C